ClC1=CC=C(C(=N1)C=1C=NN(C1)C)NC(C)C=1C=2C3=C(N(C(C2C=C(C1)C)=O)C)N(N=C3)CC3CCNCC3 9-(1-((6-chloro-2-(1-methyl-1H-pyrazol-4-yl)pyridin-3-yl)amino)ethyl)-4,7-dimethyl-3-(piperidin-4-ylmethyl)-3,4-dihydro-5H-pyrazolo[3,4-c]isoquinolin-5-one